C(C)(C)(C)C1=CC(=C(C=C1)OCCCCCCCCCCCO)OCCCCCCCCCCCO ((4-(tert-butyl)-1,2-phenylene)bis(oxy))bis(undecan-1-ol)